NC=1N=C2N(C=C(C=C2)C=2C(=C3C(=NC2)NC=C3)C)C1C(=O)C1=NC=CC=N1 (2-amino-6-(4-methyl-1H-pyrrolo[2,3-b]pyridin-5-yl)imidazo[1,2-a]pyridin-3-yl)(pyrimidin-2-yl)methanone